2-(4-cyclopropyl-6-methoxypyrimidin-5-yl)-4-methyl-6-(1-methylpiperidin-4-yl)pyrido[2,3-d]pyrimidin-7-one C1(CC1)C1=NC=NC(=C1C=1N=C(C=2C(N1)=NC(C(C2)C2CCN(CC2)C)=O)C)OC